2-amino-N-((2R)-1-cyano-2-propanyl)-3-methyl-N-((5-(trifluoromethyl)-2-pyridinyl)methyl)-6-quinolinecarboxamide NC1=NC2=CC=C(C=C2C=C1C)C(=O)N(CC1=NC=C(C=C1)C(F)(F)F)[C@@H](CC#N)C